ethyl 2-[3-(1-acetylazepan-4-yl)-4-bromoindazol-1-yl]acetate C(C)(=O)N1CCC(CCC1)C1=NN(C2=CC=CC(=C12)Br)CC(=O)OCC